[2-(2,6-dioxopiperidin-3-yl)-4-(2-hydroxy-2-methylpropoxy)-3-oxo-2,3-dihydro-1H-isoindol-5-yl]methyl N-[4-(3,4-difluorophenoxy) phenyl]carbamate FC=1C=C(OC2=CC=C(C=C2)NC(OCC=2C(=C3C(N(CC3=CC2)C2C(NC(CC2)=O)=O)=O)OCC(C)(C)O)=O)C=CC1F